N1N=CC(=C1)NS(=O)(=O)C=1C=C(C=CC1)NC(C1=CC(=C(C=C1)OCC=C)OC)=O N-(3-(N-(1H-pyrazol-4-yl)sulfamoyl)phenyl)-4-(allyloxy)-3-methoxybenzamide